C(C)(C)(C)P(C1=C(C=CC=C1)C1=C(C=CC=C1)N(C)C)C(C)(C)C 2-(di-tert-butyl)phosphino-2'-(N,N'-dimethylamino)biphenyl